5-fluoro-4,6-dimethoxy-2-(2-(methoxymethyl)-7-methylquinoxalin-5-yl)benzo[d]Thiazole FC=1C(=CC2=C(N=C(S2)C2=C3N=CC(=NC3=CC(=C2)C)COC)C1OC)OC